(1-methyl-1H-1,2,4-triazol-3-yl)methyl (1-((3,4-difluorophenyl)carbamoyl)-2-methyl-2,4,5,6-tetrahydrocyclopenta[c]pyrrol-4-yl)carbamate FC=1C=C(C=CC1F)NC(=O)C=1N(C=C2C1CCC2NC(OCC2=NN(C=N2)C)=O)C